C(C)(=O)CC(C[Ti](OC(C)C)(OC(C)C)CC(=O)CC(C)=O)=O bis(acetylacetonyl)-diisopropoxytitanium (IV)